C(CCCCCCC)C1=CN=C(O1)CC(C(=O)OC(C)(C)C)=C tert-butyl 2-((5-octyloxazol-2-yl)methyl)acrylate